N-(4-(4-amino-7-methyl-5-((R)-4-((S)-2-methylpyrrolidine-1-carbonyl)cyclohex-1-en-1-yl)-7H-pyrrolo[2,3-d]pyrimidin-6-yl)phenyl)methacrylamide NC=1C2=C(N=CN1)N(C(=C2C2=CC[C@@H](CC2)C(=O)N2[C@H](CCC2)C)C2=CC=C(C=C2)NC(C(=C)C)=O)C